C1(CC1)C1=NC2=CC=CC=C2C(=C1C=C[C@@H]1C[C@@H](OC(O1)(C)C)CC(=O)OC(C)(C)C)C1=CC=C(C=C1)F tert-butyl (4R,6S)-6-[[(1E)-2-cyclopropyl-4-(4-fluorophenyl)-3-quinolinyl] ethenyl]-2,2-dimethyl-1,3-dioxane-4-acetate